COC=1C=C(C=C(C1)OC)N(C=1C=C2N=C(C=NC2=CC1)C=1C=NN(C1)C)CCCN1C(=NC=C1C)C N-(3,5-Dimethoxyphenyl)-N-[3-(2,5-dimethylimidazol-1-yl)propyl]-3-(1-methylpyrazol-4-yl)quinoxalin-6-amine